2'-chloro-5'-methoxy-[3,4'-bipyridine]-4-carboxylic acid methyl ester COC(=O)C1=C(C=NC=C1)C1=CC(=NC=C1OC)Cl